C1(CCCCC1)C1=C(OCC=2C=C(C=CC2OC)\C=C/C(=O)C2=CC=C(C=C2)O)C=CC=C1 (Z)-3-[3-[(2-Cyclohexylphenoxy)methyl]-4-methoxyphenyl]-1-(4-hydroxyphenyl)prop-2-en-1-one